methyl N-[4-[6-[(4-chlorophenyl)-(2,2,2-trifluoroethyl) carbamoyl]imidazo[1,2-a]pyridin-3-yl]phenyl]carbamate ClC1=CC=C(C=C1)N(C(=O)C=1C=CC=2N(C1)C(=CN2)C2=CC=C(C=C2)NC(OC)=O)CC(F)(F)F